Cl[Pd-2](P(C(C)(C)C)(C(C)(C)C)C1=CC=C(C=C1)N(C)C)(P(C1=CC=C(C=C1)N(C)C)(C(C)(C)C)C(C)(C)C)Cl dichlorobis[di-t-butyl-(p-dimethylaminophenyl)phosphino]palladium(II)